3-bromo-5-(2-(tert-butoxy)-2-oxoethyl)-4-hydroxybenzoate BrC=1C=C(C(=O)[O-])C=C(C1O)CC(=O)OC(C)(C)C